ethyl (3S)-3-[(tert-butoxycarbonyl)amino]-3-(5-chloro-3-cyclopropyl-2-fluorophenyl)propanoate C(C)(C)(C)OC(=O)N[C@@H](CC(=O)OCC)C1=C(C(=CC(=C1)Cl)C1CC1)F